C(C)OP(OCC)(=O)CC1=CC=C(C=C1)C(F)(F)F (4-(trifluoromethyl)phenyl)methylphosphonic acid diethyl ester